C(C1=CC=CC=C1)OC(=O)N\C(\C(=O)OC)=C/[C@H](CC1=CC=CC=C1)NC(=O)OC(C)(C)C Methyl (2Z,4S)-2-{[(benzyloxy)carbonyl]amino}-4-[(tert-butoxycarbonyl)amino]-5-phenylpent-2-enoate